2-chloro-4-phenyl-6-(spiro[cyclohexane-1,9'-fluoren]-2'-yl)pyrimidine ClC1=NC(=CC(=N1)C1=CC=CC=C1)C1=CC=2C3(C4=CC=CC=C4C2C=C1)CCCCC3